1-((2-hydroxyethyl)sulfonyl)indoline-6-carboxamide OCCS(=O)(=O)N1CCC2=CC=C(C=C12)C(=O)N